(S)-quinuclidin-3-yl (5-(2,4-difluorophenyl)-2,2-dimethyl-2,3-dihydro-1H-inden-1-yl)carbamate FC1=C(C=CC(=C1)F)C=1C=C2CC(C(C2=CC1)NC(O[C@@H]1CN2CCC1CC2)=O)(C)C